C1(=CC=CC=C1)C(CO[13CH2]O)(C)C(C1=CC=CC=C1)=O 5-phenyl-5-benzoyl-1,3-dioxahexane-13C